FC(C(=O)O)(F)F.FC(C=1C=CC2=CN(N=C2C1)C1CCC(CC1)CN)F 1-{(1r,4r)-4-[6-(Difluoromethyl)-2H-indazol-2-yl]cyclohexyl}methanamine, trifluoroacetate salt